N(C(=O)N)C1=NC=C(C=N1)NC(=O)N 2,5-diureidopyrimidine